N-(2-Fluoro-4-(2-(1-methyl-1H-pyrazol-4-yl)-3H-imidazo[4,5-b]pyridin-7-yl)benzyl)-5-(trifluoromethyl)benzo[d]isoxazol-3-amine FC1=C(CNC2=NOC3=C2C=C(C=C3)C(F)(F)F)C=CC(=C1)C1=C3C(=NC=C1)NC(=N3)C=3C=NN(C3)C